C1(CC1)C(C(=O)N[C@H](C(=O)N1[C@@H]([C@H]2C([C@H]2C1)(C)C)C(=O)O)C(C)(C)C)OC (1R,2S,5S)-3-[(2S)-2-[(2-cyclopropyl-2-methoxy-acetyl)amino]-3,3-dimethyl-butanoyl]-6,6-dimethyl-3-azabicyclo[3.1.0]hexane-2-carboxylic acid